FC1=C(C=2C=NC(=NC2C=C1C1=C(C2=C(OCCN2)N=C1)C)NC=1C=NN(C1)[C@H]1CN(CC1)C)N (R)-6-fluoro-7-(8-methyl-2,3-dihydro-1H-pyrido[2,3-b][1,4]oxazin-7-yl)-N2-(1-(1-methylpyrrolidin-3-yl)-1H-pyrazol-4-yl)quinazoline-2,5-diamine